tert-butyl (3-((5-((4-(bis(2,4-dimethoxybenzyl)amino)-2-((1-hydroxyhexan-3-yl)oxy)imidazo[2,1-f][1,2,4]triazin-7-yl)(hydroxy)methyl)pyridin-2-yl)oxy)propyl)(methyl)carbamate COC1=C(CN(C2=NC(=NN3C2=NC=C3C(C=3C=CC(=NC3)OCCCN(C(OC(C)(C)C)=O)C)O)OC(CCO)CCC)CC3=C(C=C(C=C3)OC)OC)C=CC(=C1)OC